OC1=C(C=CC=C1)C1=CC(=CN=N1)N1CCC(CC1)(C=O)C1=CC=CC=C1 1-[6-(2-hydroxyphenyl)pyridazin-4-yl]-4-phenylpiperidine-4-carbaldehyde